1-(4-isopropyl-4-methyl-cyclopenten-1-yl)ethan-1-one C(C)(C)C1(CC=C(C1)C(C)=O)C